3-amino-1-((6-fluoro-4-(1,1,2,2-tetrafluoroethoxy)-1-((2-(trimethyl-silyl)ethoxy)methyl)-1H-benzo[d]imidazol-2-yl)methyl)pyridin-2(1H)-one NC=1C(N(C=CC1)CC1=NC2=C(N1COCC[Si](C)(C)C)C=C(C=C2OC(C(F)F)(F)F)F)=O